(S)-(-)-1-(tert-butoxycarbonyl)-2-pyrrolidinemethanol C(C)(C)(C)OC(=O)N1[C@@H](CCC1)CO